(5S,8S)-1-chloro-8-hydroxy-7,8-dihydro-6H-spiro[isoquinoline-5,4'-oxazolidin]-2'-one ClC1=NC=CC2=C1[C@H](CC[C@]21NC(OC1)=O)O